C(C1=CC=CC=C1)N1CCNCC1 1-benzylpiperazine